C1(CC1)CN1CCC(CC1)CNCCCNC1=CC(=NC2=CC=CC=C12)C1=CC=C(C=C1)OC N1-((1-(Cyclopropylmethyl)piperidin-4-yl)methyl)-N3-(2-(4-methoxyphenyl)quinolin-4-yl)propane-1,3-diamine